4-((2-(2-((R)-3-(4-amino-3-(4-phenoxyphenyl)-1H-pyrazolo[3,4-d]pyrimidin-1-yl)piperidin-1-yl)-2-oxoethoxy)ethyl)thio)-2-(2,6-dioxopiperidin-3-yl)isoindoline NC1=C2C(=NC=N1)N(N=C2C2=CC=C(C=C2)OC2=CC=CC=C2)[C@H]2CN(CCC2)C(COCCSC2=C1CN(CC1=CC=C2)C2C(NC(CC2)=O)=O)=O